C(=O)(OC(C)(C)C)N1[C@H](CNCC1)C(=O)O (R)-1-Boc-piperazine-2-carboxylic acid